C(C)(C)(C)N1C[C@@H]([C@H](C1)C1=CC=C(C=C1)C(F)(F)F)C(=O)NC1=CC=CC2=CC=CC=C12 tert-Butyl-(3R,4S)-N-(naphthalen-1-yl)-4-[4-(trifluoromethyl)phenyl]pyrrolidine-3-carboxamide